1-(5-((4-((5-chloro-4-(5-(cyclopropylmethyl)-1-methyl-1H-pyrazol-4-yl)pyrimidin-2-yl)amino)piperidin-1-yl)methyl)-1-oxoisoindolin-2-yl)dihydropyrimidine-2,4(1H,3H)-dione ClC=1C(=NC(=NC1)NC1CCN(CC1)CC=1C=C2CN(C(C2=CC1)=O)N1C(NC(CC1)=O)=O)C=1C=NN(C1CC1CC1)C